FC(C1=CC=C(CN2N=CC=3C2=NC(=NC3)N)C=C1)(F)F 1-(4-(trifluoromethyl)benzyl)-1H-pyrazolo[3,4-d]pyrimidine-6-amine